FC1=C(C=CC(=N1)NC(OC(C)(C)C)=O)I 2-methyl-2-propanyl (6-fluoro-5-iodo-2-pyridinyl)carbamate